3-((methyl-(6-(trifluoromethyl)pyridin-2-yl)amino)methyl)piperidine-1-carboxylic acid tert-butyl ester C(C)(C)(C)OC(=O)N1CC(CCC1)CN(C1=NC(=CC=C1)C(F)(F)F)C